(5-bromo-2-((trimethylsilyl)ethynyl)phenylethoxy)(tert-butyl)dimethylsilane BrC=1C=CC(=C(C1)CCO[Si](C)(C)C(C)(C)C)C#C[Si](C)(C)C